methyl 6-(3-(4-fluorophenyl)ureido)chromane-2-carboxylate FC1=CC=C(C=C1)NC(NC=1C=C2CCC(OC2=CC1)C(=O)OC)=O